9-(((tetrahydrofuran-3-yl)methyl)amino)heptadecanedioic acid 1-(heptadecane-9-yl) 17-((2-hexylcyclopropyl) methyl) ester C(CCCCC)C1C(C1)COC(CCCCCCCC(CCCCCCCC(=O)OC(CCCCCCCC)CCCCCCCC)NCC1COCC1)=O